1-(cyclopropylmethyl)-7-(4-(difluoromethoxy)phenyl)-5-(2-methyl-2H-indazol-5-yl)-1,7-dihydro-6H-pyrazolo[3,4-b]pyridin-6-one C1(CC1)CN1N=CC2=C1N(C(C(=C2)C2=CC1=CN(N=C1C=C2)C)=O)C2=CC=C(C=C2)OC(F)F